tert-butyl 4-(4-hydroxyphenyl)-1,4-diazepane-1-carboxylate OC1=CC=C(C=C1)N1CCN(CCC1)C(=O)OC(C)(C)C